[Si](C)(C)(C(C)(C)C)OC1=CC=2N(C3=CC=CC=C3C2C=C1C=C(C(=O)OC)C#N)CCC methyl 3-(2-((tert-butyldimethylsilyl) oxy)-9-propyl-9H-carbazol-3-yl)-2-cyanoacrylate